C(C)N(C(CC(C)=O)=O)CC N,N-diethylacetylacetamide